benzo[d]oxazole-2-carboxamide O1C(=NC2=C1C=CC=C2)C(=O)N